C(N)(=O)C=1C=CC2=C(N=C(C3=CC=NC=C23)NCCC2=CN=C(O2)CCN(C(OC(C)(C)C)=O)CC2=CC(=C(C=C2)C2=CC=CC=C2)Cl)C1 tert-butyl (2-(5-(2-((8-carbamoylbenzo[c][2,6]naphthyridin-5-yl)amino)ethyl)oxazol-2-yl)ethyl)((2-chloro-[1,1'-biphenyl]-4-yl)methyl)carbamate